COC1=C(C(=CC=C1)OC)B(O)O 2,6-Dimethoxyphenylboronic acid